4-[(3,4-Dimethylphenoxy)methyl]1,3-dihydro-imidazol-2-one CC=1C=C(OCC=2NC(NC2)=O)C=CC1C